C(C1=CC=CC=C1)OC=1C=C2C(=CNC2=CC1)C[C@H](N)C(=O)O (S)-2-(5-(Benzyloxy)-1H-indol-3-yl)-1-carboxyethan-1-amine